ammonium iodide salt [I-].[NH4+]